OCCNCC1=CNC2=CC(=CC=C12)C(=O)N1C[C@H](CC1)C(=O)NC1=CC(=C(C(=C1)F)F)F (S)-1-(3-(((2-hydroxyethyl)amino)methyl)-1H-indole-6-carbonyl)-N-(3,4,5-trifluorophenyl)pyrrolidine-3-carboxamide